C(C)(C)(C)OC(NC1CC(C1)NCC1=C(C=C(C=C1)OC)OC)=O (3-((2,4-Dimethoxybenzyl)amino)cyclobutyl)carbamic acid tert-butyl ester